C(C)(C)(C)C=1C(=C(C=C(C1)OC)C1=C(C(=CC(=C1)OC)C(C)(C)C)OP1OC(C(O1)(C1=CC=CC=C1)C1=CC=CC=C1)(C1=CC=CC=C1)C1=CC=CC=C1)OP1OCC(CO1)(C)C 2-((3,3'-di-tert-butyl-5,5'-dimethoxy-2'-((4,4,5,5-tetraphenyl-1,3,2-dioxaphospholan-2-yl)oxy)-[1,1'-biphenyl]-2-yl)oxy)-5,5-dimethyl-1,3,2-dioxaphosphinane